7-[(1R,2R,3R)-2-(4,4-difluoro-3-keto-octyl)-5-keto-3-(tetrahydrofuran-2-yloxy)cyclopentyl]heptanoic acid 4-methoxybenzyl ester COC1=CC=C(COC(CCCCCC[C@@H]2[C@H]([C@@H](CC2=O)OC2OCCC2)CCC(C(CCCC)(F)F)=O)=O)C=C1